CC1=CC(=NN1C=1C=C2C=CN(C2=CC1)CC1=CC=C(C=C1)C1=CC(=CC=C1)C(=O)N1CCN(CC1)C)C(=O)N 5-methyl-1-(1-((3'-(4-methylpiperazine-1-carbonyl)-[1,1'-biphenyl]-4-yl)methyl)-1H-indol-5-yl)-1H-pyrazole-3-carboxamide